(4-Methyl-1,5-diphenyl-1H-pyrazol-3-yl)methanol CC=1C(=NN(C1C1=CC=CC=C1)C1=CC=CC=C1)CO